ONC(\C=C\C1=C(C=CC=C1)N1CCC(CC1)NCC=1C=NC(=CC1)C(F)(F)F)=O (E)-N-hydroxy-3-(2-(4-(((6-(trifluoromethyl)pyridin-3-yl)methyl)amino)piperidin-1-yl)phenyl)acrylamide